2-amino-(4-azaindolyl)-4-methyl-thiazoline NC=1SCC(N1)(C)C=1NC2=CC=CN=C2C1